6-oxo-pyridazine-3-carboxamide O=C1C=CC(=NN1)C(=O)N